CC1(C)CC(CC(C)=C1\C=C\C(\CO)=C\C=C\C(\C)=C\C=C\C=C(/C)\C=C\C=C(/C)\C=C\C1C(C)=CC(CC1(C)C)O)O β,ε-carotene-3,19,3'-triol